N-(1-(4-Aminophenyl)-2-(benzylamino)-2-oxoethyl)-N-(3-fluorophenyl)-propiolamide NC1=CC=C(C=C1)C(C(=O)NCC1=CC=CC=C1)N(C(C#C)=O)C1=CC(=CC=C1)F